(R)-1-benzyl-3-ethyl-3-methylpiperazine C(C1=CC=CC=C1)N1C[C@@](NCC1)(C)CC